COC(=O)C1=CC=C(C=C1)N1CCC(CC1)C(=O)OC(C)(C)C tert-butyl 1-(4-(methoxycarbonyl)phenyl)piperidine-4-carboxylate